3,6,7-Trimethyl-8-[(1R)-1-(2-methylsulfonylanilino)ethyl]-2-morpholino-quinazolin-4-one CN1C(=NC2=C(C(=C(C=C2C1=O)C)C)[C@@H](C)NC1=C(C=CC=C1)S(=O)(=O)C)N1CCOCC1